Oxypropylene ether triacrylate C(C=C)(=O)O.C(C=C)(=O)O.C(C=C)(=O)O.O1CC(C)O1